NS(=NC(CC1=C(C=C(C=C1C(C)C)C#CC1CCCCC1)C(C)C)=O)(=O)C1=NN(C(=C1)C(C)(C)O)C1=CC=CC=C1 N-(amino(5-(2-hydroxypropan-2-yl)-1-phenyl-1H-pyrazol-3-yl)(oxo)-λ6-sulfaneylidene)-2-(4-(cyclohexylethynyl)-2,6-diisopropylphenyl)acetamide